aminotriphenylphosphine oxide NC1=C(C=CC=C1)P(C1=CC=CC=C1)(C1=CC=CC=C1)=O